N,N,N',N'-tetrapropyl-1,3-butylenediamine C(CC)N(CCC(C)N(CCC)CCC)CCC